2-(2,4-Bis(trifluoromethyl)phenyl)-N-((2-(5-chloropyridin-2-yl)oxazol-5-yl)methyl)-N-(4-fluorophenyl)acetamide FC(C1=C(C=CC(=C1)C(F)(F)F)CC(=O)N(C1=CC=C(C=C1)F)CC1=CN=C(O1)C1=NC=C(C=C1)Cl)(F)F